C(=O)(O)C1=NC(=CC=C1)C(=O)O 2,6-DICARBOXYPYRIDINE